C(C)(CC)N1N=CC=2N=C(N=C(C21)N[C@@H](C=2C=NC1=CC=CC=C1C2)C2CC2)N2CC(OCC2)C#N 4-{1-sec-butyl-7-[((R)-cyclopropyl-quinolin-3-yl-methyl)-amino]-1H-pyrazolo[4,3-d]pyrimidin-5-yl}-morpholine-2-carbonitrile